2,6-dihydroxymethyl-4-cresol OCC1=CC(=CC(=C1O)CO)C